bis(3,3'-di-t-butyl-4-hydroxybenzyl)benzene C(C)(C)(C)C1(CC(CC2=C(C=CC=C2)CC=2CC(C(=CC2)O)(C(C)(C)C)C(C)(C)C)=CC=C1O)C(C)(C)C